tert-Butyl 4-(6-(((2'-(3-cyanopropoxy)-[1,1'-biphenyl]-4-yl)methyl)amino)-9-isopropyl-9H-Purin-2-yl)piperazine-1-carboxylate C(#N)CCCOC1=C(C=CC=C1)C1=CC=C(C=C1)CNC1=C2N=CN(C2=NC(=N1)N1CCN(CC1)C(=O)OC(C)(C)C)C(C)C